N-Bochexanediamine C(=O)(OC(C)(C)C)NC(CCCCC)N